(2S,4R)-4-fluoro-1-[2-(trifluoromethyl)oxane-2-carbonyl]pyrrolidine-2-carboxylic acid F[C@@H]1C[C@H](N(C1)C(=O)C1(OCCCC1)C(F)(F)F)C(=O)O